(oxetan-3-yloxy) acetate C(C)(=O)OOC1COC1